ClC1=CN=C2N1N=C(C=C2)C2=CNC=1N=C(N=CC12)NCC1CCC(CC1)(F)F 5-(3-chloroimidazo[1,2-b]pyridazin-6-yl)-N-((4,4-difluorocyclohexyl)methyl)-7H-pyrrolo[2,3-d]pyrimidin-2-amine